C(NC(=O)C=1N=NC=CC1NC1=C(C=C(C=C1)C1=NC=C(C=C1)C#N)OC(C)C)([2H])([2H])[2H] N-(methyl-d3)-4-((2-isopropoxy-4-(5-cyanopyridin-2-yl)phenyl)amino)pyridazine-3-carboxamide